C[C@@H]1[C@H](C[C@H](C(O1)OP(=O)(O)OP(=O)(O)OC[C@@H]2[C@H]([C@H]([C@@H](O2)N3C=CC(=NC3=O)N)O)O)O)O The molecule is a CDP-sugar having 3,6-dideoxy-D-glucose as the sugar component. It derives from a CDP-D-glucose. It is a conjugate acid of a CDP-3,6-dideoxy-D-glucose(2-).